NC1CN(C1)C(=O)C1=C(C=C(C=C1)NC(=O)C=1N(C(=CN1)C1=C(C(=C(C=C1)OC)F)F)C)Cl N-(4-(3-aminoazetidine-1-carbonyl)-3-chlorophenyl)-5-(2,3-difluoro-4-methoxyphenyl)-1-methyl-1H-imidazole-2-carboxamide